2-(5-(3-methoxy-5-(trifluoromethyl)phenyl)piperidin-3-yl)acetic acid methyl ester COC(CC1CNCC(C1)C1=CC(=CC(=C1)C(F)(F)F)OC)=O